N12CCN(C(CC1)CC2)C=2C=CC1=C(N(C([C@@H](CC1)NC(=O)C1=NNC(=N1)CC1=CC=CC=C1)=O)C)C2 |r| (±)-N-(8-(1,4-Diazabicyclo[3.2.2]nonan-4-yl)-1-methyl-2-oxo-2,3,4,5-tetrahydro-1H-benzo[b]azepin-3-yl)-5-benzyl-1H-1,2,4-triazole-3-carboxamid